5-(2-{[1-(3-chloro(2-pyridyl))-isopropyl]amino}pyrimidin-5-yl)thiophene-2-carboxylic acid ClC=1C(=NC=CC1)C(C)(C)NC1=NC=C(C=N1)C1=CC=C(S1)C(=O)O